1,2,4,5-cyclopentanetetracarboxylic acid methyl ester COC(=O)C1C(CC(C1C(=O)O)C(=O)O)C(=O)O